C(O)CN.N1C(C=CC=C1)=O 2-pyridone monoethanolamine salt